C(C)OC1=CC=C(C=C1)C1=CN=CC(=N1)C(=O)NOCC1=C(C=CC=C1)O 6-(4-ethoxyphenyl)-N-((2-hydroxybenzyl)oxy)pyrazine-2-carboxamide